ethoxynaphthol C(C)OC1=C(C2=CC=CC=C2C=C1)O